trans-N-(4-aminocyclohexyl)-5-chlorobenzofuran-2-carboxamide N[C@@H]1CC[C@H](CC1)NC(=O)C=1OC2=C(C1)C=C(C=C2)Cl